C1(CC1)C=1C=2N(C=CC1)N=C(C2)[C@@H]2N(CCC1=C2N=CN1)C1=NC=C(C=N1)C(F)(F)F (R)-4-(4-cyclopropylpyrazolo[1,5-a]pyridin-2-yl)-5-(5-(trifluoromethyl)pyrimidin-2-yl)-4,5,6,7-tetrahydro-1H-imidazo[4,5-c]pyridine